(S)-1-(6-methoxypyridin-3-yl)-3-(2-(1-(4-methylpiperazin-1-yl)ethyl)pyridin-4-yl)-4,5,7,8-tetrahydro-1H-oxepino[4,5-c]pyrazole COC1=CC=C(C=N1)N1N=C(C2=C1CCOCC2)C2=CC(=NC=C2)[C@H](C)N2CCN(CC2)C